COC(=O)C1=CC=C2C(=N1)N(C(=N2)[C@H](C)Cl)C[C@H]2OCC2 2-((S)-1-chloroethyl)-3-(((S)-oxetan-2-yl)methyl)-3H-imidazo[4,5-b]pyridine-5-carboxylic acid methyl ester